Cl.FC(C1=CC=C(C=C1)[C@H]1NCCCC1)(F)F (S)-2-(4-(trifluoromethyl)phenyl)piperidine hydrochloride